C(C)(C)C1=C(NC2=CC=C(C=C12)CN1CCCCC1)C1=C2C(=NC=C1)NN=C2 4-(3-Isopropyl-5-(piperidin-1-ylmethyl)-1H-indol-2-yl)-1H-pyrazolo[3,4-b]pyridin